N1(CCNCC1)CCC[Si](OC)(OC)OC 3-(1-piperazinyl)propyl-trimethoxysilane